FC(N1N=CC(=C1)C1=CC=C(C=C1)CO)(F)F [4-[1-(trifluoromethyl)pyrazol-4-yl]phenyl]methanol